C(C)N1C=CC(C2=CC=CC=C12)=C(C#N)C#N 2-(1-ethylquinolin-4(1H)-ylidene)malononitrile